(R)-N-(4-cyclopropylphenyl)-4,4-difluoropyrrolidine-2-carboxamide hydrochloride Cl.C1(CC1)C1=CC=C(C=C1)NC(=O)[C@@H]1NCC(C1)(F)F